[N+]1(=CC=CC=C1C)[O-] 6-picolin oxide